COC(=O)C(C(C)C)C1=CC(=NO1)N1CC2(C1)CCN(CC2)C(=O)OC(C)(C)C tert-butyl 2-[5-(1-methoxycarbonyl-2-methyl-propyl)isoxazol-3-yl]-2,7-diazaspiro[3.5]nonane-7-carboxylate